3-(5-allyl-2-methoxyphenyl)-5-((4-benzylpiperazine-1-yl)methyl)isoxazole C(C=C)C=1C=CC(=C(C1)C1=NOC(=C1)CN1CCN(CC1)CC1=CC=CC=C1)OC